C(C)(C)(C)OC(=O)N1C[C@@H]([C@H](CC1)C1=C(C=C(C=C1)NC=1C(=NC(=CC1)OCC1=CC=CC=C1)OCC1=CC=CC=C1)F)OC.C[Si](OCC)(OCC)C=C methyl-Vinyldiethoxysilane tert-butyl-(3R,4R)-4-[4-[(2,6-dibenzyloxy-3-pyridyl)amino]-2-fluoro-phenyl]-3-methoxy-piperidine-1-carboxylate